NC([C@H](C(C)C)NC(=O)[C@@H]1[C@H]2C([C@H]2CN1C([C@@H](NC(C(F)(F)F)=O)C1CC1)=O)(C)C)=O (1R,2S,5S)-N-((S)-1-amino-3-methyl-1-oxobutan-2-yl)-3-((S)-2-cyclopropyl-2-(2,2,2-trifluoroacetamido)acetyl)-6,6-dimethyl-3-azabicyclo[3.1.0]hexane-2-carboxamide